FC1=C(C=C(C=C1)N1C(=C(C2=C(C=CC=C12)O)C1=CC=C(C(=O)O)C=C1)C(CO)(C)C)C 4-[1-(4-fluoro-3-methyl-phenyl)-4-hydroxy-2-(2-hydroxy-1,1-dimethyl-ethyl)indol-3-yl]benzoic acid